dodecanoic acid 2-[2-[3,4-bis(2-hydroxyethoxy)tetrahydrofuran-2-yl]-2-(2-hydroxyethoxy)ethoxy]ethyl ester OCCOC1C(OCC1OCCO)C(COCCOC(CCCCCCCCCCC)=O)OCCO